COCOC1=C(C(=CC(=C1)OC(F)(F)F)C)C1=CC2=C(N=N1)N(CC2)[C@H]2CN(CCC2)C(=O)OC(C)(C)C tert-butyl (3R)-3-{3-[2-(methoxymethoxy)-6-methyl-4-(trifluoromethoxy)phenyl]-5,6-dihydro-7H-pyrrolo[2,3-c]pyridazin-7-yl}piperidine-1-carboxylate